2,4-bis(benzyloxy)-5-isopropyl-N-(7-methyl-7H-pyrrolo[2,3-d]pyrimidin-4-yl)benzamide C(C1=CC=CC=C1)OC1=C(C(=O)NC=2C3=C(N=CN2)N(C=C3)C)C=C(C(=C1)OCC1=CC=CC=C1)C(C)C